bis(2,6-dimethoxybenzoyl)octyl-phosphine oxide COC1=C(C(=O)P(CCCCCCCC)(C(C2=C(C=CC=C2OC)OC)=O)=O)C(=CC=C1)OC